C(CCCCCCC)(=O)C=1SC2=C(N1)C=CC=C2 2-octanoyl-benzothiazole